4-bromo-5-[(2-chlorophenyl)methoxy]-1-methyl-pyrazole BrC=1C=NN(C1OCC1=C(C=CC=C1)Cl)C